(Z)-ethyl 2-(ethoxymethylene)-3-oxobutanoate C(C)O\C=C(/C(=O)OCC)\C(C)=O